FC(C=1C=C(C=CC1C(F)(F)F)NC(=O)NC=1SC(=C(N1)C)C1=NC(=NC=C1)NC)(F)F 1-(3,4-Bis(trifluoromethyl)phenyl)-3-(4-methyl-5-(2-(methylamino)-pyrimidin-4-yl)thiazol-2-yl)urea